C(C1=CC=CC=C1)OC1=CC=C(C=C1)C=1C=CC=2N(N1)C=C(N2)CC(=O)OCC ethyl 2-(6-(4-(benzyloxy)phenyl)imidazo[1,2-b]pyridazin-2-yl)acetate